NC1=NC(=C(C=C1C#N)C#N)C=1C=C2CN(C(C2=CC1)=O)C1C(NC(CC1)=O)=O 2-amino-6-(2-(2,6-dioxopiperidin-3-yl)-1-oxoisoindolin-5-yl)pyridine-3,5-dicarbonitrile